CCCCC\C=C/C\C=C/CCCCCCCCC(CCCCCCCC\C=C/C\C=C/CCCCC)OC(CCCN(C)C)=O (6Z,9Z,28Z,31Z)-heptatriacontane-6,9,28,31-tetraen-19-yl-4-(dimethylamino)butanoate